FC1=C(C=C(C(=C1)C1=NC=C(N=C1)N(C)[C@@H]1[C@@H]([C@H]2CC[C@@H](C1)N2)F)O)/C=C/C(=O)NC (E)-3-(2-fluoro-4-(5-(((1R,2R,3S,5S)-2-fluoro-8-azabicyclo[3.2.1]octan-3-yl)(methyl)amino)pyrazin-2-yl)-5-hydroxyphenyl)-N-methylacrylamide